(Z)-3-aminoacrylamide N\C=C/C(=O)N